CC=1N2C(SC1C(=O)N)=NC=C2 3-methylimidazo[2,1-b][1,3]Thiazole-2-carboxamide